(1S,3R)-dihydroxy-(20S)-tetrahydrofuranoxy-androst-5-ene OC([C@@]12CCC[C@H]1[C@@H]1CC=C3CCCC[C@]3(C)[C@H]1CC2)(OC2OCCC2)O